N1N(N=C(C=C1)O)O triazine-2,4-diol